(R)-6-(4-(4-((2-(2,6-dioxopiperidin-3-yl)-1,3-dioxoisoindolin-4-ylamino)methyl)benzyl)piperazin-1-yl)nicotinamide O=C1NC(CC[C@H]1N1C(C2=CC=CC(=C2C1=O)NCC1=CC=C(CN2CCN(CC2)C2=NC=C(C(=O)N)C=C2)C=C1)=O)=O